3-((4-(8-(tert-butoxycarbonyl)-3,8-diazabicyclo[3.2.1]octan-3-yl)-8-fluoro-7-(7-fluoro-8-((triisopropylsilyl)ethynyl)naphthalen-1-yl)pyrido[4,3-d]pyrimidin-2-yl)oxy)propanoic acid C(C)(C)(C)OC(=O)N1C2CN(CC1CC2)C=2C1=C(N=C(N2)OCCC(=O)O)C(=C(N=C1)C1=CC=CC2=CC=C(C(=C12)C#C[Si](C(C)C)(C(C)C)C(C)C)F)F